C1=NC=CC2=CC=CC(=C12)[C@@H](C)N[S@@](=O)C(C)(C)C (S)-N-((R)-1-(isoquinolin-8-yl)ethyl)-2-methylpropane-2-sulfinamide